C(C)(C)(C)OC(=O)N1CC(C1)C[N+](CCCC(=O)O)(CC(=O)OC(C)(C)C)CC1CN(C1)C(=O)OC(C)(C)C bis[(1-tert-butoxy-carbonylazetidin-3-yl)methyl]-(2-tert-butoxy-2-oxo-ethyl)-(3-carboxypropyl)ammonium